FC1=C(C(=CC=C1)OC)[C@H]1[C@@H](O[C@](C1)(C(F)(F)F)C)C(=O)NC1=CC(=NC=C1)C(=O)N |r| rac-(2r,3s,5r)-4-[[3-(2-fluoro-6-methoxy-phenyl)-5-methyl-5-(trifluoromethyl)tetrahydrofuran-2-carbonyl]amino]pyridine-2-carboxamide